ClC1=C(C=CC=C1)C=1C(CCN(C1)C(=O)OC(C)(C)C)C(=O)N1CCC(CC1)(C(N[C@H](C)\C=C/S(=O)(=O)C)=O)F tert-butyl 5-(2-chlorophenyl)-4-(4-fluoro-4-(((R,Z)-4-(methylsulfonyl)but-3-en-2-yl)carbamoyl)piperidine-1-carbonyl)-3,4-dihydropyridine-1(2H)-carboxylate